OCCCC1CC(C1)NC(OC(C)(C)C)=O tert-butyl (3-(3-hydroxypropyl)cyclobutyl)carbamate